C(CCCCCCCCC)(=O)OC(CSCCCCCC)CCCCCC(CCCCCC(CSCCCCCC)OC(CCCCCCCCC)=O)N(CC(C)C)CCCCO 1,15-bis(Hexylthio)-8-((4-hydroxybutyl)(isobutyl)amino)pentadecane-2,14-diyl bis-(decanoate)